C(C1=CC=CC=C1)OC1=C(N2C(C3=C(C=CC(=C13)Cl)Br)=NC=N2)C(=O)OC methyl 6-(benzyloxy)-10-bromo-7-chloro-[1,2,4]triazolo[5,1-a]isoquinoline-5-carboxylate